ClC1=CC(=CC=2NC3=CC(=CC=C3C(C12)(C)C)OCC1CC1)Cl 1,3-Dichloro-6-(cyclopropylmethoxy)-9,9-dimethyl-9,10-dihydroacridine